C(C)[Si](OC(C(C=C)(F)F)C1=C(C=CC=C1)CC)(CC)CC triethyl-((1-(2-ethylphenyl)-2,2-difluorobut-3-en-1-yl)oxy)silane